(6-(2-methyl-2H-pyrazolo[3,4-b]pyridin-5-yl)thieno[2,3-b]pyridin-2-yl)(tetrahydro-3-furanyl)methanol CN1N=C2N=CC(=CC2=C1)C1=CC=C2C(=N1)SC(=C2)C(O)C2COCC2